1-((1-(2-(3,6-diazabicyclo[3.1.1]heptan-3-yl)-7-(thiazol-4-yl)benzo[d]oxazol-4-yl)-2,2,2-trifluoroethoxy)methyl)cyclopropan-1-ol C12CN(CC(N1)C2)C=2OC1=C(N2)C(=CC=C1C=1N=CSC1)C(C(F)(F)F)OCC1(CC1)O